9-(cyclopropylethynyl)-2-((hexahydrofuro[3,2-b]furan-2-yl)methoxy)-6,7-dihydro-4H-pyrimido[6,1-a]isoquinolin-4-one C1(CC1)C#CC=1C=C2CCN3C(C2=CC1)=CC(=NC3=O)OCC3CC1C(O3)CCO1